4-chloro-N-(3-{5-[(diethylamino)methyl]-1-ethyl-1H-indol-2-yl}prop-2-yn-1-yl)aniline tert-butyl-N-{[(diethoxyphosphoryl)methyl](4-fluorophenyl)oxo-λ6-sulfanylidene}carbamate C(C)(C)(C)OC(N=S(=O)(C1=CC=C(C=C1)F)CP(=O)(OCC)OCC)=O.ClC1=CC=C(NCC#CC=2N(C3=CC=C(C=C3C2)CN(CC)CC)CC)C=C1